O=C1N(CC2=C(C=CC=C12)SCCCCCCCN[C@@H]1CN2CCC1CC2)C2C(NC(CC2)=O)=O 3-(1-oxo-4-((7-(((S)-quinuclidin-3-yl)amino)heptyl)thio)isoindolin-2-yl)piperidine-2,6-dione